C(#N)C=1C=C(C(=NC1)C(=O)O)N1C[C@H](OCC1)C (R)-5-cyano-3-(2-methylmorpholino)picolinic acid